BrCCOC(=O)Cl.O water 2-bromoethylchloroformate